5-chloro-N-[2,4-difluoro-3-(1-[1H-pyrazolo[3,4-b]pyridin-5-ylamino]ethyl)phenyl]-2-methoxypyridine-3-sulfonamide ClC=1C=C(C(=NC1)OC)S(=O)(=O)NC1=C(C(=C(C=C1)F)C(C)NC=1C=C2C(=NC1)NN=C2)F